Azo-bis-(isobutyronitrile) N(=NC(C#N)(C)C)C(C#N)(C)C